S1N=CC2=C1C=CC=C2 thiabenzisoxazole